O[C@@]1(C(N(CC1)C)=O)C1=CC(=NO1)C1=CC=C(O1)C1=CC=CC(=N1)C(=O)N (R)-6-(5-(5-(3-hydroxy-1-methyl-2-oxopyrrolidin-3-yl)isoxazol-3-yl)furan-2-yl)pyridineamide